OC(=O)C(F)(F)F.CC1=C(CC2(CC2)C(=O)N[C@@H]2[C@H](CNCC2)C)C=CC=C1 1-(2-methylbenzyl)-N-((3S,4S)-3-methylpiperidin-4-yl)cyclopropane-1-carboxamide TFA salt